[N+](=O)([O-])C1=CC=C(C=C1)N/C=C/C(=O)C1=CC=CC=C1 (E)-3-((4-nitrophenyl)amino)-1-phenylpropa-2-en-1-one